N(=[N+]=[N-])CCCCCI 1-Azido-5-iodopentane